1-(3-methylbenzene-1-sulfonyl)-N-[(5-methyl-1,3-oxazol-2-yl)methyl]-1H-pyrazole-3-carboxamide CC=1C=C(C=CC1)S(=O)(=O)N1N=C(C=C1)C(=O)NCC=1OC(=CN1)C